OC=1C(C2=C(C=CC=C2C(C1)=O)O)=O 2,8-dihydroxy-1,4-naphthoquinone